CN(CC#CC1=CC2=C(N=C(S2)CNC(=O)C2(CC3=CC=CC=C3C2)CC(=O)O)C=C1)C 2-[2-[[6-[3-(dimethylamino)prop-1-ynyl]-1,3-benzothiazol-2-yl]methylcarbamoyl]indan-2-yl]acetic acid